Cl.CNC(C1=CC(=CC(=C1)C)C)=O N,3,5-trimethylbenzamide hydrochloride